S1N=C(C=C1)C#N [1,2]thiazole-3-carbonitrile